(3aR,5s,6aS)-N-(6-(2-chloro-5-fluorophenyl)pyridazin-3-yl)octahydrocyclopenta[c]pyrrol-5-amine hydrochloride Cl.ClC1=C(C=C(C=C1)F)C1=CC=C(N=N1)NC1C[C@@H]2[C@@H](CNC2)C1